(8-methoxy-1,3,4,5-tetrahydropyrido[4,3-b]indol-2-yl)-(5-phenyl-1H-pyrazol-3-yl)methanone COC1=CC=2C3=C(NC2C=C1)CCN(C3)C(=O)C3=NNC(=C3)C3=CC=CC=C3